C(C)OC([C@@H](ON1[C@@H]2C=C([C@H](N(C1=O)C2)C(NCCC2NC(CC2)=O)=O)C)F)=O (2S)-2-fluoro-2-[[(2S,5r)-3-methyl-7-oxo-2-[2-(5-oxopyrrolidin-2-yl)ethylcarbamoyl]-1,6-diazabicyclo[3.2.1]oct-3-en-6-yl]oxy]acetic acid ethyl ester